ClC(COC(=O)N[C@@H](CCC(N)=O)C(=O)O)(Cl)Cl N-(2,2,2-trichloroethoxycarbonyl)glutamine